((1R)-4-(4-fluorophenyl)-2-(pyridazin-3-yloxy)cyclopentyl)piperidin-3-ylcarbamic acid tert-butyl ester C(C)(C)(C)OC(N(C1CNCCC1)[C@H]1C(CC(C1)C1=CC=C(C=C1)F)OC=1N=NC=CC1)=O